NC=1N=CC2=CC(=CC=C2C1)C=1C=C2C(=NN(C2=CC1)C(C)C)COC1=C(C=CC=C1)CC(=O)O 2-(2-((5-(3-aminoisoquinolin-7-yl)-1-isopropyl-1H-indazol-3-yl)methoxy)phenyl)acetic acid